S(C)(=O)(=O)O.COC1=C(C=C2C=CC=NC2=C1)C(=O)N 7-methoxyquinoline-6-carboxamide e-Mesylate